N1C(N=CC2=C1C=NC=N2)=O pyrimido[5,4-d]pyrimidone